BrC=1C=C(SC1OC)[C@@]1(CN2[C@H](CO1)CN(CC2)C(=O)C2=C(C(=CC=C2)OC)Cl)O [(3S,9aS)-3-(4-bromo-5-methoxy-2-thienyl)-3-hydroxy-1,4,6,7,9,9a-hexahydropyrazino[2,1-c][1,4]oxazin-8-yl]-(2-chloro-3-methoxyphenyl)methanone